[Pt+2].[Pt+2] Platinum (II) platinum (II)